C1(CC1)C=1SC(=CN1)C1=CC(=NC=C1)N(C(=O)[C@@H]1CC[C@H](CC1)N(C(O)=O)C)C[C@@H]1CC[C@H](CC1)C1=NC(=C(C=C1)OC)C.BrC1=C(N)C=CC(=C1)OC(F)F 2-bromo-4-(difluoromethoxy)aniline trans-4-((4-(2-Cyclopropylthiazol-5-yl)pyridin-2-yl)((trans-4-(5-methoxy-6-methylpyridin-2-yl)cyclohexyl)methyl)carbamoyl)cyclohexyl-methylcarbamate